N[C@H](C1CCN(CC1)C(COC)=O)C1=C(C=C(C(=C1)Cl)Cl)O 1-[4-[(R)-amino(4,5-dichloro-2-hydroxyphenyl)methyl]piperidin-1-yl]-2-methoxyethan-1-one